4-(4-bromophenyl)-2-(methylthio)-6-(trifluoromethyl)pyrimidine BrC1=CC=C(C=C1)C1=NC(=NC(=C1)C(F)(F)F)SC